(2S,4R)-4-hydroxy-1-((S)-2-methoxypropanoyl)-N-(4-(4-methylthiazol-5-yl)benzyl)pyrrolidine-2-carboxamide O[C@@H]1C[C@H](N(C1)C([C@H](C)OC)=O)C(=O)NCC1=CC=C(C=C1)C1=C(N=CS1)C